ClC1=CC(=C(C=C1)C1=CC(=CC=C1)C=1OC2=C(N1)C=C(C=C2)CO)C2=NN=CN2C {2-[4'-chloro-2'-(4-methyl-1,2,4-triazol-3-yl)-[1,1'-biphenyl]-3-yl]-1,3-benzoxazol-5-yl}methanol